FC1=C(C=CC(=C1)[C@@H](C)N1C(NC=2C=NC3=C4C(=CC=C3C21)OCO4)=O)P(O)(O)=O (R)-(2-fluoro-4-(1-(7-oxo-6,7-dihydro-8H-[1,3]dioxolo[4,5-h]imidazo[4,5-c]quinolin-8-yl)ethyl)phenyl)phosphonic acid